ClC1=CC=C(C=C1)C=1C=C([C@](N(N1)C=1C=NN(C1)C)(C)O)C(=O)N1[C@@H](CCC1)CO ((S)-6-(4-chlorophenyl)-3-hydroxy-3-methyl-2-(1-methyl-1H-pyrazol-4-yl)-2,3-dihydropyridazin-4-yl)((S)-2-(hydroxymethyl)pyrrolidin-1-yl)methanone